methyl-5-(4-methylpiperazin-1-yl)benzamide (R)-methyl-2-(((benzyloxy)carbonyl)amino)-3-(3-(1-ethyl-4-methyl-1H-pyrazol-5-yl)benzamido)propanoate COC([C@@H](CNC(C1=CC(=CC=C1)C1=C(C=NN1CC)C)=O)NC(=O)OCC1=CC=CC=C1)=O.CC1=C(C(=O)N)C=C(C=C1)N1CCN(CC1)C